(S)-4-(((S)-3-fluoro-2-methoxypropyl)(4-(5,6,7,8-tetrahydro-1,8-naphthyridin-2-yl)butyl)amino)-2-(1-(7-fluoroquinazolin-4-yl)cyclopropane-1-carboxamido)butanoic acid FC[C@H](CN(CC[C@@H](C(=O)O)NC(=O)C1(CC1)C1=NC=NC2=CC(=CC=C12)F)CCCCC1=NC=2NCCCC2C=C1)OC